chlorobenzoxazole ClC=1OC2=C(N1)C=CC=C2